(S)-5-((7-((tert-butoxycarbonyl)(3-(2-Chloroacetamido)benzyl)amino)-3-isopropylpyrazolo[1,5-a]pyrimidin-5-yl)aminotert-butyl)-2,2-dimethylpiperidine C(C)(C)(C)OC(=O)N(C1=CC(=NC=2N1N=CC2C(C)C)NCC(C)(C)[C@@H]2CCC(NC2)(C)C)CC2=CC(=CC=C2)NC(CCl)=O